3,4-dihydroxy-5H-furan-2-one OC=1C(OCC1O)=O